3-(Triethoxysilyl)propanethiol C(C)O[Si](CCCS)(OCC)OCC